[Cl-].C(C)(=O)NN acetylhydrazine chloride